C(CCC(=O)OCC1=CC=CC=C1)(=O)OCC1=CC=CC=C1 (2R,3R)-dibenzyl succinate